CN(C(=O)NC1=CC(=C(C=C1)Cl)Cl)OC The molecule is a member of the class of phenylureas that is N-methyl urea substituted by a methoxy group at position 1 and a 3,4-dichlorophenyl group at position 3. It has a role as a xenobiotic, an environmental contaminant, a herbicide and an agrochemical. It is a dichlorobenzene and a member of phenylureas. It derives from a N-methyl urea.